ClC1=C(C=C(C=C1)F)[C@H]1NC(C=2C1=C(C=C1CN(C(NC21)=O)C([2H])([2H])[2H])NC(C2=CC(=CC(=C2)C(F)(F)F)F)=O)=O (S)-N-(7-(2-chloro-5-fluorophenyl)-3-(methyl-d3)-2,9-dioxo-2,3,4,7,8,9-hexahydro-1H-pyrrolo[3,4-h]quinazolin-6-yl)-3-fluoro-5-(trifluoromethyl)benzamide